C(C)(C)(C)ON=O.BrC1=NN2C(C(=NC=C2)C(F)(F)F)=N1 2-bromo-8-(trifluoromethyl)-[1,2,4]triazolo[1,5-a]pyrazine tert-butyl-nitrite